5-((5,5-difluoro-1-methylazepan-4-yl)oxy)-N-(4-(imidazo[1,2-a]pyridin-7-yloxy)-3-methylphenyl)quinazolin-4-amine FC1(C(CCN(CC1)C)OC1=C2C(=NC=NC2=CC=C1)NC1=CC(=C(C=C1)OC1=CC=2N(C=C1)C=CN2)C)F